1-amino-3-methylcyclohexane-1-carboxylic acid NC1(CC(CCC1)C)C(=O)O